2-(1-methyl-6-oxo-3-(pyridin-2-yl)piperidin-3-yl)acetaldehyde CN1CC(CCC1=O)(C1=NC=CC=C1)CC=O